spiro[cyclopropane-1,3-indoline] N1CC2(C3=CC=CC=C13)CC2